NC1C(C2=CC=CC=C2C(C1=O)N)=O 2,4-diamino-1,3-dioxonaphthalene